(3S)-3-hydroxy-3-(trifluoromethyl)pyrrolidinol O[C@@]1(CN(CC1)O)C(F)(F)F